2-((1r,6r)-6-amino-2,2-difluorocyclohexyl)-3-bromo-5-chloro-N-(thiophen-2-ylmethyl)thieno[3,2-b]pyridin-7-amine trifluoroacetate FC(C(=O)O)(F)F.N[C@@H]1CCCC([C@@H]1C1=C(C2=NC(=CC(=C2S1)NCC=1SC=CC1)Cl)Br)(F)F